ClC=1C=CC(=C(C(=O)NC)C1)OC[C@]1([C@@H](CN(CC1)C1=C(C=C(C=C1F)Cl)F)O)O 5-chloro-2-[[(3r,4r)-1-(4-chloro-2,6-difluorophenyl)-3,4-dihydroxypiperidin-4-yl]methoxy]-N-methylbenzamide